N-(2-(4-(difluoromethylene)piperidin-1-yl)-6-methylpyrimidin-4-yl)-4-((2-hydroxyethyl)sulphonamido)-2-(6-azaspiro[2.5]oct-6-yl)benzamide FC(=C1CCN(CC1)C1=NC(=CC(=N1)NC(C1=C(C=C(C=C1)NS(=O)(=O)CCO)N1CCC2(CC2)CC1)=O)C)F